CN(CC=O)C 2-(DIMETHYLAMINO)ACETALDEHYDE